ClC1=CC=C(C=C1)N1C2=NC(=NC(=C2N=C1)N/N=C/C1=CC(=CC=C1)C)N1CCOCC1 (E)-4-(9-(4-chlorophenyl)-6-(2-(3-methylbenzylidene)hydrazinyl)-9H-purin-2-yl)morpholine